C(C=C)(=O)ON1CCCCC1 piperidinyl acrylate